OC(=O)C(F)(F)F.CC1(CC(=NO1)C1([C@H]2CNC[C@@H]12)C)C (1R,5S-6r)-6-(5,5-dimethyl-4,5-dihydro-1,2-oxazol-3-yl)-6-methyl-3-azabicyclo[3.1.0]hexane TFA salt